CNC(=O)C1=CC(=CC=2C(COC21)C2=CC=CC=C2)C(=O)NC=2N=NN(C2)C N7-methyl-N5-(1-methyl-1H-1,2,3-triazol-4-yl)-3-phenyl-2,3-dihydrobenzofuran-5,7-dicarboxamide